C(C)(C)N(C1=CC(=CN1)C1=CC=C(C=C1)F)C(C)C 5-(Diisopropylamino)-3-(4-fluorophenyl)-1H-pyrrol